C(=O)O.N1C=CC=2C1=CN=CC2 1H-pyrrolo[2,3-c]pyridine formate